3-[[4-(trifluoromethoxy)phenoxy]methyl]-6-vinyl-1,2-benzothiazole FC(OC1=CC=C(OCC2=NSC3=C2C=CC(=C3)C=C)C=C1)(F)F